C(C)(C)(C)C1=CC=C(C=C1)C=1NC(C(=CN1)C(=O)OCC)=O ethyl 2-(4-tert-butylphenyl)-6-oxo-1H-pyrimidine-5-carboxylate